(R)-2,4-dichlorophenoxypropionate ClC1=C(O[C@@H](C(=O)[O-])C)C=CC(=C1)Cl